C(C1=CC=CC=C1)N(CC(=O)C=1C=CC(=C(C(=O)N)C1)O)C(C)CCC1=CC=CC=C1 5-[N-benzyl-N-(4-phenylbutan-2-yl)glycyl]2-hydroxybenzamide